ClC=1C=CC(=C(C(=O)NCC)C1C)OCC 5-chloro-2-ethoxy-N-ethyl-6-methylbenzamide